F[Sb-](F)(F)(F)(F)F.C1(=CC=CC=C1)[S+](C1=CC=C(C=C1)SC1=CC=CC=C1)C1=CC=CC=C1 diphenyl-4-(phenylthio)phenyl-sulfonium hexafluoroantimonate